(((3-chloro-1-methyl-1H-pyrazol-5-yl)sulfonyl)methyl)piperidine-1-carboxylic acid benzyl ester C(C1=CC=CC=C1)OC(=O)N1C(CCCC1)CS(=O)(=O)C1=CC(=NN1C)Cl